3-((1H-pyrrolo[2,3-b]pyridin-5-yl)oxy)-4'-(2-(2-isopropylphenyl)piperidin-1-yl)-N-((3-nitro-4-(((tetrahydro-2H-pyran-4-yl)methyl)amino)phenyl)sulfonyl)-[1,1'-biphenyl]-4-carboxamide N1C=CC=2C1=NC=C(C2)OC=2C=C(C=CC2C(=O)NS(=O)(=O)C2=CC(=C(C=C2)NCC2CCOCC2)[N+](=O)[O-])C2=CC=C(C=C2)N2C(CCCC2)C2=C(C=CC=C2)C(C)C